CC(CC1CCC(CC1)OC)(C)NC[C@H](O)C=1C=NC=C(C1)F (R)-2-{1,1-dimethyl-2-[(1s,4S)-4-methoxycyclohexyl]ethylamino}-1-(5-fluoro-3-pyridyl)-1-ethanol